Cl.CC=1C=C(C=C2C(NC(=NC12)C=1C=C2C(=CN1)SC=C2)=O)CN2CCOCC2 8-methyl-6-(morpholinomethyl)-2-thieno[2,3-c]pyridin-5-yl-3H-quinazolin-4-one hydrochloride